[(E)-[(2,6-dichlorophenyl)-(3-fluoro-3-methyl-azetidin-1-yl)methylene]amino]-4-methyl-benzenesulfonamide ClC1=C(C(=CC=C1)Cl)/C(/N1CC(C1)(C)F)=N\C1=C(C=CC(=C1)C)S(=O)(=O)N